C(C)(=O)OOC1=NN(C(=N1)C1=C(C(=C(C=C1)Cl)C)F)C1=C(C=C(C=C1)Cl)F Methyl-{[1,5-bis(4-chloro-2-fluorophenyl)-1H-1,2,4-triazol-3-yl]oxy} acetat